9-(3-chloro-4-(4-(dimethylamino)piperidin-1-yl)phenyl)-1-isopropyl-3-methylpyrazolo[1,5-c]quinazolin-2(3H)-one ClC=1C=C(C=CC1N1CCC(CC1)N(C)C)C1=CC=2C=3N(C=NC2C=C1)N(C(C3C(C)C)=O)C